(R)-8'-methyl-1',1'-dioxido-4,5-dihydro-2H-spiro[furan-3,4'-pyrido[2,3-b][1,4,5]oxathiazepin] CC1=CC2=C(O[C@]3(C=NS2(=O)=O)COCC3)N=C1